C1(CC1)OC1=CN=CC(=N1)N 6-cyclopropoxypyrazin-2-amine